5-(5-([1,1'-Bi(cyclopropane)]-2-yl)-6-(methyl-d3)pyridazin-3-yl)pyrimidine C1(C(C1)C=1C=C(N=NC1C([2H])([2H])[2H])C=1C=NC=NC1)C1CC1